(S)-3-(4-((S)-3-((1,4,5,6-tetrahydropyrimidin-2-yl)amino)piperidin-1-yl)benzamido)-2-(thiophene-2-sulfonamido)propanoic acid N1C(=NCCC1)N[C@@H]1CN(CCC1)C1=CC=C(C(=O)NC[C@@H](C(=O)O)NS(=O)(=O)C=2SC=CC2)C=C1